C(=O)C1=CC=C(OCC2(CC2)C#N)C=C1 1-((4-formylphenoxy)methyl)cyclopropane-1-carbonitrile